C1(=CC=CC=C1)C(CNC1CCC(CC1)=O)C1=CC=CC=C1 4-(diphenylethylamino)cyclohexanone